CC=1C=C(C=NC1)C=CC(=O)N 3-(5-methylpyridin-3-yl)acrylamide